N-(1-(7-(8-ethynyl-7-fluoronaphthalen-1-yl)-8-fluoro-2-(((S)-1-methylpyrrolidin-2-yl)methoxy)pyrido[4,3-d]pyrimidin-4-yl)-4,4-dimethylazepan-3-yl)-N-methylacryl-amide C(#C)C=1C(=CC=C2C=CC=C(C12)C1=C(C=2N=C(N=C(C2C=N1)N1CC(C(CCC1)(C)C)N(C(C=C)=O)C)OC[C@H]1N(CCC1)C)F)F